[Li+].[Li+].C(C(C)C)C1C(C(CCC1)C(=O)[O-])C(=O)[O-] 3-isobutylcyclohexane-1,2-dicarboxylic acid dilithium salt